benzyl (R)-(1-(2-((tert-butoxycarbonyl)amino)ethoxy)-3-(1,3-dioxoisoindolin-2-yl)propan-2-yl)carbamate C(C)(C)(C)OC(=O)NCCOC[C@@H](CN1C(C2=CC=CC=C2C1=O)=O)NC(OCC1=CC=CC=C1)=O